C12CNCC(O1)C2 6-oxa-3-azabicyclo[3.1.1]heptan